tert-butyl ({6-[(1S)-1-({2-[(tert-butoxycarbonyl)amino]-6-fluoroquinolin-3-yl}oxy)ethyl]-5-(1H-pyrazol-1-yl)pyridin-2-yl}oxy)acetate C(C)(C)(C)OC(=O)NC1=NC2=CC=C(C=C2C=C1O[C@@H](C)C1=C(C=CC(=N1)OCC(=O)OC(C)(C)C)N1N=CC=C1)F